5-BROMO-3-FORMYL-1H-INDOLE-2-CARBOXYLIC ACID BrC=1C=C2C(=C(NC2=CC1)C(=O)O)C=O